Ethyl-(2S,3R)-3-[2-[2,6-dichloro-4-(1-methylpyrazol-4-yl)benzoyl]-4-oxo-1,3-dihydrophthalazin-5-yl]-Tetrahydrofuran C(C)[C@@H]1OCC[C@@H]1C1=C2C(NN(CC2=CC=C1)C(C1=C(C=C(C=C1Cl)C=1C=NN(C1)C)Cl)=O)=O